CC1=CC(=NC=N1)C(=O)O 6-METHYLPYRIMIDINE-4-CARBOXYLIC ACID